3-(5-(((1S,2S)-2-(benzyl(methyl)amino)cyclohexyl)oxy)-1-oxoisoindolin-2-yl)piperidine-2,6-dione C(C1=CC=CC=C1)N([C@@H]1[C@H](CCCC1)OC=1C=C2CN(C(C2=CC1)=O)C1C(NC(CC1)=O)=O)C